FC(OC1=C(C=C(C=C1)C1=CN=C2N1C=CN=C2NC2=CC(=C(C=C2)N2C(CCC2)=O)C)F)F 1-(4-((3-(4-(difluoromethoxy)-3-fluorophenyl)imidazo[1,2-a]pyrazin-8-yl)amino)-2-methylphenyl)pyrrolidin-2-one